CNC1=C(C(=O)O)C=CC=C1 N-methyl-aminobenzoic acid